ClC1=C(C(=C(C=C1OC)OC)Cl)C1=CC2=C(N=C(N=C2)N[C@@H]2COCC[C@@H]2N)C=N1 (3S,4S)-N3-(6-(2,6-dichloro-3,5-dimethoxyphenyl)pyrido[3,4-d]pyrimidin-2-yl)tetrahydro-2H-pyran-3,4-diamine